C(C)(C)(C)OC(=O)N1CC(C1)(C)[C@@](C1=CC=C(C=C1)C(C)C)(O)C1=CN=NC(=C1)Cl 3-[(R)-(6-Chloro-pyridazin-4-yl)-hydroxy-(4-isopropyl-phenyl)-methyl]-3-methyl-azetidine-1-carboxylic acid tert-butyl ester